(3Z)-5-Acetamido-4-oxo-3-(phenylhydrazinyliden)naphthalin C(C)(=O)NC1=C2C(\C(\C=CC2=CC=C1)=N/NC1=CC=CC=C1)=O